C(C)(C)(C)OC(=O)NC(=O)C=1C=NN2C1N=CC1=C2NCC1 N-tert-butoxycarbonyl-7,8-dihydro-6H-pyrazolo[1,5-a]pyrrolo[3,2-e]pyrimidine-3-carboxamide